3,5-bis(2-aminophenoxy)toluene NC1=C(OC=2C=C(C)C=C(C2)OC2=C(C=CC=C2)N)C=CC=C1